5-[4-(2-chloro-benzenesulfonyl)-piperazin-1-yl]-4-methyl-benzofuran-2-carboxylic acid ClC1=C(C=CC=C1)S(=O)(=O)N1CCN(CC1)C=1C=CC2=C(C=C(O2)C(=O)O)C1C